FC(C1=CC=C2C=C(C(=CC2=C1)O)C=1N=NC(=CC1)N(C1CC(NC(C1)(C)C)(C)C)C)F 7-(difluoromethyl)-3-(6-(methyl(2,2,6,6-tetramethylpiperidin-4-yl)amino)pyridazin-3-yl)naphthalen-2-ol